FC(C1=CC=C(C=C1)OB(O)O)(F)F para-trifluoromethylphenyl-boric acid